C1(CCCCC1)C1CCCC1 Cyclohexylcyclopentane